CC(C)(OC(NCCOCCOCCOCCC)=O)C 2,2-dimethyl-4-oxo-3,8,11,14-tetraoxa-5-aza-heptadecane